3-(8-(4-(tert-butyl)phenyl)imidazo[1,2-a]pyrazin-6-yl)propanoic acid C(C)(C)(C)C1=CC=C(C=C1)C=1C=2N(C=C(N1)CCC(=O)O)C=CN2